CCCCCCCCCCCCCCCCCC(=O)OC[C@H](COC(=O)CCCCCCC/C=C\\CCCCCCCC)OC(=O)CCCCCCC/C=C\\CCCCCCCC The molecule is a triacyl-sn-glycerol in which the 1-acyl group is octadecanoyl while the 2- and 3-acyl groups are oleoyl. It has a role as a human blood serum metabolite. It is a triacyl-sn-glycerol and a triacylglycerol 54:2.